8-(4-(tert-butyl)phenyl)-7-vinyl-3,4-dihydro-2H,6H-pyrimido[2,1-b][1,3]thiazin-6-one C(C)(C)(C)C1=CC=C(C=C1)C=1N=C2SCCCN2C(C1C=C)=O